(S)-1-(2-((S)-3-((7-chloroquinolin-4-yl)oxy)pyrrolidin-1-yl)acetyl)pyrrolidine-2-carbonitrile ClC1=CC=C2C(=CC=NC2=C1)O[C@@H]1CN(CC1)CC(=O)N1[C@@H](CCC1)C#N